ethyl 1-[4-fluoro-2-methyl-6-(4,4,5,5-tetramethyl-1,3,2-dioxaborolan-2-yl)phenyl]pyrazole-4-carboxylate FC1=CC(=C(C(=C1)B1OC(C(O1)(C)C)(C)C)N1N=CC(=C1)C(=O)OCC)C